NC1=C(C(=O)O[C@H]2[C@@H](O[C@@H]([C@H]([C@@H]2OP(=O)(OCC2=CC=CC=C2)OCC2=CC=CC=C2)O)CO)N2C=CC3=CC=CC=C23)C=CC=C1 (2R,3R,4S,5R,6R)-4-((bis(benzyloxy)phosphoryl)oxy)-5-hydroxy-6-(hydroxymethyl)-2-(1H-indol-1-yl)tetrahydro-2H-pyran-3-yl 2-aminobenzoate